C(#N)C=1C=C(C=CC1)NC(C1=C(C=C(C=C1)C(F)(F)F)OC1=C(C=C(C=C1)F)C)=O N-(3-cyanophenyl)-2-(4-fluoro-2-methylphenoxy)-4-(trifluoromethyl)benzamide